6-nitro-N-(4-cyano-2-fluorophenyl)-1H-indole-3-sulfonamide [N+](=O)([O-])C1=CC=C2C(=CNC2=C1)S(=O)(=O)NC1=C(C=C(C=C1)C#N)F